CN(C1CCN(CC1)C1=C(C=C(C=N1)CC=1N=C2C(=NC(=NN2C1)OC(C)CCC)N)C)C (6-(4-(dimethylamino)piperidin-1-yl)-5-methylpyridin-3-ylmethyl)-2-(pentan-2-yloxy)imidazo[2,1-f][1,2,4]triazin-4-amine